C(CCCCCCCCCCCCCCC)(=O)[O-].C(CCCCCCCCCCCCCCC)(=O)[O-].C(CCCCCCCCCCCCCCC)(=O)[O-].[Fe+3] iron (III) tripalmitate